BrC=1C=C(C=NC1)N1C[C@H]([C@@H](C1)O)NC(OC(C)(C)C)=O tert-butyl ((3R,4R)-1-(5-bromopyridin-3-yl)-4-hydroxypyrrolidin-3-yl)carbamate